1,3-bis-bromomethyl-4,6-dinitro-benzene BrCC1=CC(=C(C=C1[N+](=O)[O-])[N+](=O)[O-])CBr